2,5-dihydro-furan O1CC=CC1